8-(difluoromethyl)-2-{[(2S)-1,4-dioxan-2-yl]methyl}-N-{[(2S)-oxolan-2-yl]methyl}-4,5-dihydro-2H-furo[2,3-g]indazole-7-carboxamide FC(C1=C(OC=2CCC3=CN(N=C3C21)C[C@@H]2OCCOC2)C(=O)NC[C@H]2OCCC2)F